(E)-4-(1H-imidazol-1-yl)-1-(7-(4-(trifluoromethyl)phenoxy)-3,4-dihydroisoquinolin-2(1H)-yl)but-2-en-1-one N1(C=NC=C1)C/C=C/C(=O)N1CC2=CC(=CC=C2CC1)OC1=CC=C(C=C1)C(F)(F)F